CN([C@@H]1[C@H](CC2=CC=CC=C12)OC=1C=C2CN(C(C2=CC1)=O)C1C(NC(CC1)=O)=O)C 3-(5-(((1S,2S)-1-(dimethylamino)-2,3-dihydro-1H-inden-2-yl)oxy)-1-oxoisoindolin-2-yl)piperidine-2,6-dione